4-(7-(6-methoxypyridin-2-yl)-4-(pyridin-4-yl)-5H-pyrrolo[3,2-d]pyrimidin-2-yl)morpholine COC1=CC=CC(=N1)C1=CNC2=C1N=C(N=C2C2=CC=NC=C2)N2CCOCC2